(3Z)-12,12-dihexoyl-3-dodecen-1-ol C(CCCCC)(=O)C(CCCCCCC\C=C/CCO)C(CCCCC)=O